[Br-].C(CCCCC)C1=C(C=CC=C1)P(C1=CC=CC=C1)C1=CC=CC=C1 hexyl-triphenyl-phosphine bromide